COC1=C(C(=CC=C1)OC)S(=O)(=O)NC1=NOC2=C1C(=CC(=C2)C2=NC(=CC=C2)N2CCN(CC2)C#CC)OC 2,6-dimethoxy-N-(4-methoxy-6-(6-(4-propynylpiperazin-1-yl)pyridin-2-yl)benzo[d]isoxazol-3-yl)benzenesulfonamide